dispiro[cyclopropane-1,1'-cyclohexane-4',3''-imidazo[1,5-a]pyridin] C=1NC2(N3C1C=CC=C3)CCC3(CC2)CC3